N(=C=S)C1CN(CCC1)C(=O)OC(C)(C)C tert-Butyl 3-isothiocyanatopiperidine-1-carboxylate